CC1=CC=CC(=N1)C#CC=1C=C(OC2=C(N=NN2)C(=O)O)C=CC1 5-(3-(2-(6-Methylpyridin-2-yl)ethynyl)phenoxy)-1H-1,2,3-triazole-4-carboxylic acid